BrC1=CC=CC(=N1)NC(=O)[C@H]1N(C[C@@](C1)(F)CN(C)C)C(=O)OC(C)(C)C (2S,4S)-tert-Butyl 2-((6-bromopyridin-2-yl)carbamoyl)-4-((dimethylamino)methyl)-4-fluoropyrrolidine-1-carboxylate